1-((4-(tert-butyl)phenyl)sulfonyl)-6-methoxy-1,2,3,4-tetrahydroquinoxaline C(C)(C)(C)C1=CC=C(C=C1)S(=O)(=O)N1CCNC2=CC(=CC=C12)OC